(R)-2,4,6-trimethylphenyl-(4-fluorophenyl)(2-(3-methylpyridin-2-yl)ethyl)phosphorus oxide CC1=C(C(=CC(=C1)C)C)[P@@](CCC1=NC=CC=C1C)(C1=CC=C(C=C1)F)=O